ethyl 4-((5-((8-(1-isobutyl-1H-pyrazol-5-yl)quinazolin-2-yl)amino)-2-methylphenyl)carbamoyl)benzoate C(C(C)C)N1N=CC=C1C=1C=CC=C2C=NC(=NC12)NC=1C=CC(=C(C1)NC(=O)C1=CC=C(C(=O)OCC)C=C1)C